CC1=NN2C(C=CC(=C2)C(=O)O)=C1 2-methylpyrazolo[1,5-a]pyridine-6-carboxylic acid